[Si](C)(C)(C(C)(C)C)OCCCC1=C(C=CC(=C1)Cl)C(=O)C1OC(C2C1OC(O2)(C)C)N2C=CC1=C2N=CN=C1Cl [2-[3-[tert-butyl(dimethyl)silyl]oxypropyl]-4-chloro-phenyl]-[4-(4-chloropyrrolo[2,3-d]pyrimidin-7-yl)-2,2-dimethyl-3a,4,6,6a-tetrahydrofuro[3,4-d][1,3]dioxol-6-yl]methanone